octadecyl-guanidinium chloride [Cl-].C(CCCCCCCCCCCCCCCCC)NC(=[NH2+])N